N-(6-(3,3-Difluoroazetidin-1-yl)-4-methyl-pyridin-2-yl)-4-(methylsulfonamido)-2-(6-azaspiro[2.5]octan-6-yl)benzamide FC1(CN(C1)C1=CC(=CC(=N1)NC(C1=C(C=C(C=C1)NS(=O)(=O)C)N1CCC2(CC2)CC1)=O)C)F